3-(cyclopropylmethoxy)-4-methoxybenzoic acid C1(CC1)COC=1C=C(C(=O)O)C=CC1OC